C(C)(C)C=1OC(C2=C(C=CC=C2C1)OC)=O 3-isopropyl-8-methoxy-1H-isochromen-1-one